OCCN(CCCCCCCC(=O)OC(CCCCCCCC)CCCCCCCC)CCCCCCCC(=O)OCCCCCCCCC heptadecan-9-yl 8-((2-hydroxyethyl)(8-(nonyloxy)-8-oxooctyl)amino)octanoate